3-[5-(4-Amino-1-piperidyl)-2-pyridyl]piperidine-2,6-dione NC1CCN(CC1)C=1C=CC(=NC1)C1C(NC(CC1)=O)=O